2-hydroxy-4-(3-triethoxysilylpropoxy)-benzophenone OC1=C(C(=O)C2=CC=CC=C2)C=CC(=C1)OCCC[Si](OCC)(OCC)OCC